C(O[C@H]1C[C@H](CC1)C1=NNC(=C1F)NC=1C=CC2=C(CNS2(=O)=O)C1)(OC1=CC=C(C=C1)[N+](=O)[O-])=O (1R,3S)-3-(5-((1,1-dioxido-2,3-dihydrobenzo[d]isothiazol-5-yl)amino)-4-fluoro-1H-pyrazol-3-yl)cyclopentyl (4-nitrophenyl) carbonate